N[C@H](C=1N=C2N(N=C(C(=N2)C2CCOCC2)C[C@@H]2C(NC[C@@H](C2)C(F)(F)F)=O)C1)C1CCCCCC1 (3R,5R)-3-((6-((S)-amino(cycloheptyl)methyl)-3-(tetrahydro-2H-pyran-4-yl)imidazo[1,2-b][1,2,4]triazin-2-yl)methyl)-5-(trifluoromethyl)piperidin-2-one